FC=1C=C(C#N)C=CC1C=1CCNCC1 3-fluoro-4-(1,2,3,6-tetrahydropyridin-4-yl)benzonitrile